2-(chloromethyl)-2-methyl-5-(p-tolyl-methyl)-1-(1,2,4-triazol-1-ylmethyl)cyclopentanol ClCC1(C(C(CC1)CC1=CC=C(C=C1)C)(O)CN1N=CN=C1)C